3-oxobutanoic acid O=C(CC(=O)O)C